BrC=1C=C(C=C2C(N(C(S2)=NN=C2C(NC3=CC=C(C=C23)Cl)=O)C2=CC=C(C=C2)C(C)(C)C)=O)C=CC1 3-(2-(5-(3-bromobenzylidene)-3-(4-tert-butylphenyl)-4-oxothiazolidine-2-ylidene)hydrazono)-5-chloroindol-2-one